ClC1=C2CCN([C@@H](C2=C(C=C1)OCC1=NN=C(N1C)C)CN1C(CCC1)=O)C(=O)C1CCCCC1 (1S,2R)-2-((S)-5-Chloro-8-((4,5-dimethyl-4H-1,2,4-triazol-3-yl)methoxy)-1-((2-oxopyrrolidin-1-yl)methyl)-1,2,3,4-tetrahydroisochinolin-2-carbonyl)cyclohexan